(3E)-3-hexenoic acid cyclopropylmethyl ester C1(CC1)COC(C\C=C\CC)=O